Boc-glutamic acid dimethyl ester COC([C@@H](NC(=O)OC(C)(C)C)CCC(=O)OC)=O